ClC=1C=C(C=NC1OC)NC1=NC=NC2=CC=C(C=C12)C1(CN(C1)C(=O)OC(C)(C)C)C tert-butyl 3-(4-((5-chloro-6-methoxypyridin-3-yl)amino)quinazolin-6-yl)-3-methylazetidine-1-carboxylate